6-methyl-3-(quinolin-5-ylmethoxy)picolinaldehyde CC1=CC=C(C(=N1)C=O)OCC1=C2C=CC=NC2=CC=C1